tert-butyl 2-[4-[2-[1-(6,7-dihydro-5H-pyrrolo[1,2-c]imidazol-1-yl)-2-oxo-2-(thiazol-2-ylamino) ethyl]-7-fluoro-3-oxo-isoindolin-5-yl] phenyl]-2,7-diazaspiro[3.5]nonane-7-carboxylate C1(=C2N(C=N1)CCC2)C(C(NC=2SC=CN2)=O)N2CC1=C(C=C(C=C1C2=O)C2=CC=C(C=C2)N2CC1(C2)CCN(CC1)C(=O)OC(C)(C)C)F